FC1(C(C1)C1=CC=C(C(=N1)C)S(=O)(=O)N1CC2(C1)CNC2)F 2-((6-(2,2-difluorocyclopropyl)-2-methylpyridin-3-yl)sulfonyl)-2,6-diazaspiro[3.3]heptane